5-methyl-1-ethyl-2-pentyl-3-(2-carbamoylethyl)-indole-6-carboxylic acid methyl ester COC(=O)C1=C(C=C2C(=C(N(C2=C1)CC)CCCCC)CCC(N)=O)C